3-(ethylsulfonyl)-1-(7-(4-(trifluoromethyl)phenoxy)-3,4-dihydroisoquinolin-2(1H)-yl)propan-1-one C(C)S(=O)(=O)CCC(=O)N1CC2=CC(=CC=C2CC1)OC1=CC=C(C=C1)C(F)(F)F